C1(CC1)C1=NC=NC(=C1C1=NC=C2C(=N1)N(N=C2OCC)CC2=CC=C(C=C2)C=2N(C=C(N2)C(F)(F)F)CC)OCC 6-(4-cyclopropyl-6-ethoxypyrimidin-5-yl)-3-ethoxy-1-(4-(1-ethyl-4-(trifluoromethyl)-1H-imidazol-2-yl)benzyl)-1H-pyrazolo[3,4-d]pyrimidine